CS(=NC(=O)C=1C=C2C(OC(C2=CC1)=O)=O)(=O)C N-(dimethyl-(oxo)-λ6-sulfanylidene)-1,3-dioxo-1,3-dihydroisobenzofuran-5-carboxamide